(2S)-1-(1H-indol-3-yl)-3-{[5-(3-methyl-1h-indazol-5-yl)pyridin-3-yl]oxy}propan-2-amine N1C=C(C2=CC=CC=C12)C[C@@H](COC=1C=NC=C(C1)C=1C=C2C(=NNC2=CC1)C)N